2-Isopropyl-5-methylhexyl (20Z,23Z)-10-(3-(dimethylamino)propyl)nonacosa-24,23-dienoate CN(CCCC(CCCCCCCCC(=O)OCC(CCC(C)C)C(C)C)CCCCCCCCCCCCC=C=CCCCC)C